CN(C1=C2NC=NC2=NC=N1)C([C@@H](N)[C@H](O)C)=O N6-methyl-N6-threonyl-adenine